2-chloro-6-[1-[(2,2-dimethyl-1,3-dioxolan-4-yl)methyl]pyrazol-4-yl]-4-(trifluoromethyl)pyridine-3-carbonitrile ClC1=NC(=CC(=C1C#N)C(F)(F)F)C=1C=NN(C1)CC1OC(OC1)(C)C